N=1C=NN2C1C=CC(=C2)C2=CC(=C1C(=N2)C(NC1C1=C(C=CC(=C1)F)Cl)=O)NC(C1=CC(=CC(=C1)C(F)(F)F)F)=O N-(2-([1,2,4]Triazolo[1,5-a]pyridin-6-yl)-5-(2-chloro-5-fluorophenyl)-7-oxo-6,7-dihydro-5H-pyrrolo[3,4-b]pyridin-4-yl)-3-fluoro-5-(trifluoromethyl)benzamide